FC(CNC(=O)C=1N(C2=CC(=CC=C2C1)C1=NC=CC(=N1)N1CC(CC1)C=1C=NNC1)C)F N-(2,2-difluoroethyl)-1-methyl-6-{4-[3-(1H-pyrazol-4-yl)pyrrolidin-1-yl]pyrimidin-2-yl}-1H-indole-2-carboxamide